(S)-3-((tert-butyldimethylsilyl)oxy)-8-((tetrahydrofuran-3-yl)oxy)-6H-benzo[c]chromen-6-one [Si](C)(C)(C(C)(C)C)OC1=CC=C2C3=C(C(OC2=C1)=O)C=C(C=C3)O[C@@H]3COCC3